5-bromo-2-(2-hydroxyethoxy)-4-methoxybenzaldehyde BrC=1C(=CC(=C(C=O)C1)OCCO)OC